C1(=CC=CC=CC1)C1=CC=CC=CC1 bicycloheptene-diene